(S)-4-(hydroxymethyl)-2,2-dimethyloxazolidine-3-carboxylic acid tert-butyl ester C(C)(C)(C)OC(=O)N1C(OC[C@@H]1CO)(C)C